2-bromo-2-(2-(5,5-dimethyltetrahydro-2H-pyran-2-yl)pentyl)acetic acid BrC(C(=O)O)CC(CCC)C1OCC(CC1)(C)C